NC1=C2C(=NC=N1)N(N=C2C2=CC=C(C=C2)OC2=CC=CC=C2)C2C(CC(CC2)CN2CC1N(C(C2)C1)C1=CC2=CN(C=C2C=C1F)C1C(NC(CC1)=O)=O)F 5-(3-((4-(4-amino-3-(4-phenoxyphenyl)-1H-pyrazolo[3,4-d]pyrimidin-1-yl)-3-fluorocyclohexyl)methyl)-3,6-diazabicyclo[3.1.1]heptane-6-yl)-2-(2,6-dioxopiperidin-3-yl)-6-fluoroisoindole